N-(6-bromo-1-methyl-4-nitro-1H-indazol-3-yl)-2,2,2-trifluoro-N-methylacetamide BrC1=CC(=C2C(=NN(C2=C1)C)N(C(C(F)(F)F)=O)C)[N+](=O)[O-]